NC=1CN(N(C1N)CCO)CCO 4,5-diamino-1,2-di(2-hydroxyethyl)-1,2-dihydropyrazol